4-[3-(3,4-Dihydroxyphenyl)prop-2-enoyl]benzoic acid OC=1C=C(C=CC1O)C=CC(=O)C1=CC=C(C(=O)O)C=C1